γ-isocyanatopropylethoxysilane N(=C=O)CCC[SiH2]OCC